C(C)(C)(C)OC(N(C([2H])([2H])[2H])CC=1C(=NN(C1)C)Br)=O ((3-bromo-1-methyl-1H-pyrazol-4-yl)methyl)(methyl-d3)carbamic acid tert-butyl ester